C(C)OC(CNC1=C(N=C2N1C=CC=C2)C2=CC=CC=C2)=O 2-{(2-phenylimidazo[1,2-a]pyridine-3-yl)amino}acetic acid ethyl ester